C(#N)C1=CC(=C(C=C1)C1=CC=C(C=C1)CCNC([O-])=O)C(=C)C1=NC(=NC(=C1)N1CCOCC1)C 4'-cyano-2'-(1-(2-methyl-6-morpholinopyrimidin-4-yl)vinyl)-[1,1'-biphenyl]-4-ylethylcarbamate